tert-butyl (3R)-4-(3-bromo-4-cyano-5-nitropyridin-2-yl)-3-(hydroxymethyl)piperazine-1-carboxylate BrC=1C(=NC=C(C1C#N)[N+](=O)[O-])N1[C@H](CN(CC1)C(=O)OC(C)(C)C)CO